COC1=CC=C(CN2N=C(C=C2N(C(OC(C)(C)C)=O)C)C=2N(C3=CC=CC(=C3C2)NC2CCN(CC2)C)CC(F)(F)F)C=C1 tert-butyl (1-(4-methoxybenzyl)-3-(4-((1-methylpiperidin-4-yl)amino)-1-(2,2,2-trifluoroethyl)-1H-indol-2-yl)-1H-pyrazol-5-yl)(methyl)carbamate